9-(4-((1-(3,3-Difluoropropyl)azetidin-3-yliden)methyl)phenyl)-8-(3-fluoro-2-(trifluoromethyl)phenyl)-6,7-dihydro-5H-benzo[7]annulen FC(CCN1CC(C1)=CC1=CC=C(C=C1)C1=C(CCCC2=C1C=CC=C2)C2=C(C(=CC=C2)F)C(F)(F)F)F